3-nitro-pyridine-2-carboxylic acid methyl ester COC(=O)C1=NC=CC=C1[N+](=O)[O-]